CN(C)CC1=NC2=C(C=CC=C2C=C1)NS(=O)(=O)C1=CC=CC2=NSN=C21 N-(2-((Dimethylamino)methyl)quinolin-8-yl)benzo[c][1,2,5]thiadiazole-4-sulfonamide